tert-butyl ((6-((3-(3'-chloro-6-(difluoromethoxy)-5-formyl-[2,4'-bipyridin]-2'-yl)-2-methylphenyl)carbamoyl)pyridin-3-yl)methyl)(2-hydroxyethyl)carbamate ClC=1C(=NC=CC1C1=NC(=C(C=C1)C=O)OC(F)F)C=1C(=C(C=CC1)NC(=O)C1=CC=C(C=N1)CN(C(OC(C)(C)C)=O)CCO)C